1-{3-methoxy-4-{[3-methyl-4-(2,2,2-trifluoroethoxy)pyridin-2-yl]methoxy}benzyl}-3-(3-nitrophenyl)urea COC=1C=C(CNC(=O)NC2=CC(=CC=C2)[N+](=O)[O-])C=CC1OCC1=NC=CC(=C1C)OCC(F)(F)F